C(CCC\C=C/C\C=C/C\C=C/C\C=C/CCCCC)(=O)SCCNC(CCNC([C@@H](C(COP(OP(OC[C@@H]1[C@H]([C@H]([C@@H](O1)N1C=NC=2C(N)=NC=NC12)O)OP(=O)(O)O)(=O)O)(=O)O)(C)C)O)=O)=O arachidonyl-CoA